triethylene glycol e-bis-(2-ethylhexanoate) C(C)C(C(=O)OCCOCCOCCOC(C(CCCC)CC)=O)CCCC